bisbehenyl-dimethyl-ammonium chloride [Cl-].C(CCCCCCCCCCCCCCCCCCCCC)[N+](C)(C)CCCCCCCCCCCCCCCCCCCCCC